5-(1-propynyl)-2'-deoxyCytidine C(#CC)C=1C(=NC(N([C@H]2C[C@H](O)[C@@H](CO)O2)C1)=O)N